3,6-diazabicyclo[3.2.1]octane-6-carboxylic acid-2-methylpropan-2-yl ester CC(C)(C)OC(=O)N1C2CNCC(C1)C2